(4-(ethoxycarbonyl)phenyl)boronic acid C(C)OC(=O)C1=CC=C(C=C1)B(O)O